BrC1=CC(=C(O[C@H](C(=O)OCC)C2CC2)C=C1F)C1=NOCC1OCC ethyl (2S)-2-[4-bromo-5-fluoro-2-(4-ethoxy-4,5-dihydroisoxazol-3-yl)phenoxy]-2-cyclopropylacetate